OC1CN2CCC1CC2 3-hydroxy-1-azabicyclo[2.2.2]octane